6-chloro-3-(oxolane-3-yloxy)pyridazin-4-amine ClC1=CC(=C(N=N1)OC1COCC1)N